C1(CC1)C=1NC(=NN1)C1CC2(CN(C2)C(=O)N2CC3(C2)CCN(CC3)CC3=CC(=CC=C3)S(=O)(=O)C(F)(F)F)C1 [6-(5-cyclopropyl-4H-1,2,4-triazol-3-yl)-2-azaspiro[3.3]heptan-2-yl]-[7-[[3-(trifluoromethylsulfonyl)phenyl]methyl]-2,7-diazaspiro[3.5]nonan-2-yl]methanone